CC=1C(=NC=C(N1)C=1N=NN(C1COC(=O)OC1=CC=C(C=C1)[N+](=O)[O-])C)O[C@@H]1C[C@H](CC1)C(=O)OCC |r| (±)-Trans-ethyl 3-((3-methyl-5-(1-methyl-5-((((4-nitrophenoxy)carbonyl)oxy) methyl)-1H-1,2,3-triazol-4-yl)pyrazin-2-yl)oxy)cyclopentanecarboxylate